F[C@H]1C[C@H](C1)NC(=O)C1=NC(=C(N=C1C)NCCN1CCCC1)C(C)C1=CC=C(C=C1)F N-(cis-3-fluorocyclobutyl)-6-(1-(4-fluorophenyl)ethyl)-3-methyl-5-((2-(pyrrolidin-1-yl)ethyl)amino)pyrazine-2-carboxamide